C(CCCCCCC\C=C/C[C@H](O)CCCCCC)(=O)OCC(CO)O 2,3-dihydroxypropyl ricinoleate